2-ethyl-9,10-anthracenediol C(C)C1=CC2=C(C3=CC=CC=C3C(=C2C=C1)O)O